C(C)(C)(C)OC(=O)N[C@H](C(=O)O)CC(F)(F)F (2S)-2-(tert-butoxycarbonylamino)-4,4,4-trifluoro-butanoic acid